ClC1=C(C=CC(=C1Cl)OC1=CC=CC=C1)C1C(=NC=CC1=O)C (2,3-dichloro-4-phenoxyphenyl)-2-methylpyridin-4(3H)-one